N-(3-(5-fluoro-2-(4-(3-methylsulfonylpropoxy)phenyl)aminopyrimidin-4-ylamino)phenyl)acrylamide FC=1C(=NC(=NC1)NC1=CC=C(C=C1)OCCCS(=O)(=O)C)NC=1C=C(C=CC1)NC(C=C)=O